6-[5-[1-[2-(aminomethyl)-3,3-difluoro-allyl]-5-oxo-1,2,4-triazol-4-yl]-2-pyridyl]-8-methyl-3,4-dihydro-1H-quinolin-2-one NCC(CN1N=CN(C1=O)C=1C=CC(=NC1)C=1C=C2CCC(NC2=C(C1)C)=O)=C(F)F